diethyl 3-(2-fluorophenyl)-5-methyl-1H-pyrrole-2,4-dicarboxylate FC1=C(C=CC=C1)C1=C(NC(=C1C(=O)OCC)C)C(=O)OCC